5,8-dimethylnaphthalene-2,3,6,7-tetracarboxylic acid CC1=C2C=C(C(=CC2=C(C(=C1C(=O)O)C(=O)O)C)C(=O)O)C(=O)O